C[C@@H]1O[C@H]1C trans-2,3-Dimethyloxirane